trifluoromethylsilicon FC(F)(F)[Si]